C(CCC)OC(NC=1C(NC(N(N1)C1=CC(=C(C(=C1)Cl)OC1=NNC(C(=C1)C1=C(C(=CC=C1)C)F)=O)Cl)=O)=O)=O butyl-N-[2-(3,5-dichloro-4-[[5-(2-fluoro-3-methylphenyl)-6-oxo 1H-pyridazin-3-yl]oxy]phenyl)-3,5-dioxo-4H-1,2,4-triazin-6-yl]carbamate